FC1=CC=C(CNC=2C(OC3=C(C2C(F)(F)F)C=CC=C3)=O)C=C1 ((4-fluorobenzyl)amino)-4-(trifluoromethyl)-2H-benzopyran-2-one